CC1=CC(=CC(=C1NC(=O)C2=CC(=NN2C3=C(C=CC=N3)Cl)Br)C(=O)NC)Cl The molecule is a carboxamide resulting from the formal condensation of the carboxylic acid group of 3-bromo-1-(3-chloropyridin-2-yl)-1H-pyrazole-5-carboxylic acid with the primary amino group of 2-amino-5-chloro-N,3-dimethylbenzamide. The first of the anthranilic diamide insecticides, it is a ryanodine receptor activator and is used to protect a wide variety of crops, including corn, cotton, grapes, rice and potatoes. It has a role as a ryanodine receptor agonist. It is an organobromine compound, a member of pyridines, a member of pyrazoles, a pyrazole insecticide, a member of monochlorobenzenes and a secondary carboxamide.